C1(=CC=CC=C1)N=C(C(F)(F)F)O[C@@H]1[C@H](O)[C@@H](O)[C@@H](O)[C@@H](O1)CO β-L-altropyranosyl N-(phenyl)trifluoroacetimidate